4-(4-(dimethylamino)piperidin-1-yl)-3-((2,4-dimethylphenyl)thio)benzonitrile CN(C1CCN(CC1)C1=C(C=C(C#N)C=C1)SC1=C(C=C(C=C1)C)C)C